1-methylcyclohexan-1-olat CC1(CCCCC1)[O-]